9,9-bis(4-(2-hydroxy-2-methylethoxy)phenyl)fluorene OC(COC1=CC=C(C=C1)C1(C2=CC=CC=C2C=2C=CC=CC12)C1=CC=C(C=C1)OCC(O)C)C